(S)-2-((6-ethyl-7,7-dimethyl-5-oxo-6,7-dihydro-5H-pyrrolo[3,4-b]pyridin-2-yl)amino)-4-((2-hydroxy-1-phenylethyl)amino)pyrimidine-5-carboxylic acid C(C)N1C(C2=NC(=CC=C2C1=O)NC1=NC=C(C(=N1)N[C@H](CO)C1=CC=CC=C1)C(=O)O)(C)C